FC1=CC=C(C=C1)S(=O)(=O)NC1=C(C(=O)NC=2SC=C(N2)C2=CC=CC=C2)C=CC=C1 ((4-fluorophenyl)sulfonamido)-N-(4-phenylthiazol-2-yl)benzamide